5,5'-bis(1H-pyrazol-4-yl)-2,2'-bipyridine N1N=CC(=C1)C=1C=CC(=NC1)C1=NC=C(C=C1)C=1C=NNC1